methyl-(R)-2-amino-3-methoxypropan-1-ol hydrochloride Cl.C[C@H](C(COC)N)O